rac-(tert-butoxycarbonyl)methionine C(C)(C)(C)OC(=O)N[C@@H](CCSC)C(=O)O |r|